COC1=CC=C(C=C1)C1=CC=CS1 5-(4-methoxy-phenyl)-thiophene